ClC=1C=CC2=C(N(C=3N=C(C=CC3C2=O)NC2CC(C2)C#N)CC(=O)[O-])C1SC.[Na+] sodium 2-(8-chloro-2-((3-cyanocyclobutyl)amino)-9-(methylthio)-5-oxobenzo[b][1,8]naphthyridin-10(5H)-yl)acetate